FC([C@H](C(=O)N1OCC[C@H]1C1=CC=C(C#N)C=C1)C)F 4-[(3S)-2-((S)-3,3-difluoro-2-methylpropanoyl)-1,2-oxazolidin-3-yl]Benzonitrile